S(C)(=O)(=O)O.C(C)(C)(C)C=1NC(=C(N1)C1=CC=C(C=C1)F)C1=CC=C2C(=N1)N(C(=N2)N)CC(C)(C)C 5-(2-(tert-butyl)-4-(4-fluorophenyl)-1H-imidazol-5-yl)-3-neopentyl-3H-imidazo[4,5-b]pyridin-2-amine mesylate